ClC1=CC=C(C=C1)C=1N=C2N(C=CC=C2)C1CN1CC2CCC(C1)N2C(=O)C2=C(C=CC=C2)C (3-{[2-(4-Chlorophenyl)imidazo[1,2-a]pyridin-3-yl]methyl}-3,8-diazabicyclo[3.2.1]oct-8-yl)(2-methylphenyl)methanone